FC(C1=C(C=CC=C1)B1OC(C)(C)C(C)(C)O1)(F)F 2-trifluoromethylphenyl-boronic acid pinacol ester